5-amino-3-methylthio-1-(4-vinylbenzyl)-1H-1,2,4-triazole NC1=NC(=NN1CC1=CC=C(C=C1)C=C)SC